CN(CC(=O)N1CCN(CC1)C1=CC(=C(C=C1)NC1=NC=C(C(=N1)NCCCN1CCOCCC1=O)C(F)(F)F)CC)C 4-(3-((2-((4-(4-(dimethylglycyl)piperazin-1-yl)-2-ethylphenyl)amino)-5-(trifluoromethyl)pyrimidin-4-yl)amino)propyl)-1,4-oxazepan-5-one